thieno[2,3-c]pyrrol 1,1-dioxide S1(C=CC=2C1=CNC2)(=O)=O